C(C)(C)OC1CN(C1)C(=O)NCC1=C(C=C(C=C1)C1=NC(=NC=C1)NC1=CC=C(C=C1)N1CCN(CC1)CC1CN(C1)C(=O)OC(C)(C)C)C Tert-butyl 3-((4-(4-((4-(4-((3-isopropoxyazetidine-1-carboxamido)methyl)-3-methylphenyl)pyrimidin-2-yl)amino)phenyl)piperazin-1-yl)methyl)azetidine-1-carboxylate